(2R,3S,7aS)-3-(2-Chloropyridin-3-yl)-2-(hydroxymethyl)tetrahydro-1H-pyrrolizine ClC1=NC=CC=C1[C@@H]1[C@@H](CC2=CCCN12)CO